ClC=1C=NC(=C(C(=O)NC2CCC(CC2)CN2C(N(C3=C2C=CC=C3)C=3C=NC(=CC3)OCC(C)(C)O)=O)C1)C(F)(F)F 5-chloro-N-((1r,4r)-4-((3-(6-(2-hydroxy-2-methylpropoxy)pyridin-3-yl)-2-oxo-2,3-dihydro-1H-benzo[d]imidazol-1-yl)methyl)cyclohexyl)-2-(trifluoromethyl)nicotinamide